NC1=NC=CC(=C1Cl)SC1=CN=C(C(=N1)C(=O)OC)N1CCC2(CC1)[C@@H](C1=CC=CC=C1C2)NC(=O)OC(C)(C)C methyl (S)-6-((2-amino-3-chloropyridin-4-yl)thio)-3-(1-((tert-butoxycarbonyl)amino)-1,3-dihydrospiro[indene-2,4'-piperidine]-1'-yl)pyrazine-2-carboxylate